ClC1=NC=C(C(=N1)OC=1C=NC=2C=3C=4NC[C@H](NC(C4SC3C=CC2N1)=O)C)C(F)(F)F (15R)-5-{[2-chloro-5-(trifluoromethyl)pyrimidin-4-yl]oxy}-15-methyl-11-thia-3,6,14,17-tetraazatetracyclo[8.8.0.02,7.012,18]octadeca-1(10),2(7),3,5,8,12(18)-hexaen-13-one